4-(4-(3,8-diazabicyclo-[3.2.1]octan-3-yl)-6,8-difluoro-2-((tetrahydro-1H-pyrrolizin-7a(5H)-yl)methoxy)quinazolin-7-yl)-7-fluorobenzo[d]thiazol-2-amine C12CN(CC(CC1)N2)C2=NC(=NC1=C(C(=C(C=C21)F)C2=CC=C(C1=C2N=C(S1)N)F)F)OCC12CCCN2CCC1